C(C)C(CC1(C(CCCC1)O)C(=O)OC1CCC(CC1)C1=C(C=C(C=C1)F)C1CCN(CC1)[C@@H]1COC2(CN(C2)C=2OC=NN2)C1)CCCC 4-(2-(1-((S)-2-(1,3,4-oxadiazol-2-yl)-5-oxa-2-azaspiro[3.4]oct-7-yl)piperidin-4-yl)-4-fluorophenyl)cyclohexane-1-ol 2-ethylhexyl-2-hydroxycyclohexanecarboxylate